ClC=1C=C2C(=C3C4(NC(NC13)=O)CCCCC4)OC(=C2)C(=O)N2CC4C(C4C2)(C)C 5'-chloro-2'-{6,6-dimethyl-3-azabicyclo[3.1.0]hexane-3-carbonyl}-7',8'-dihydro-6'H-spiro[cyclohexane-1,9'-furo[2,3-f]quinazoline]-7'-one